2-mercaptoethyl-methoxydimethyl-silane SCC[Si](C)(C)OC